CC(C)(C)[S@@](=O)N[C@@H](CC(=O)OCC)C1=CC(=CC=C1)C=1N=NC(=CC1)OC (S)-ethyl 3-((R)-1,1-dimethylethylsulfinamido)-3-(3-(6-methoxypyridazin-3-yl)phenyl)propanoate